(S)-2-(4-(6-((4-cyano-2-fluorobenzyl)oxy)-5-fluoropyridin-2-yl)-2,5-difluorobenzyl)-1-(oxetan-2-ylmethyl)-1H-thieno[2,3-d]imidazole-5-carboxylic acid methyl ester COC(=O)C1=CC2=C(N=C(N2C[C@H]2OCC2)CC2=C(C=C(C(=C2)F)C2=NC(=C(C=C2)F)OCC2=C(C=C(C=C2)C#N)F)F)S1